sodium gamma-hydroxybutyric acid OCCCC(=O)O.[Na]